N,N'''-dipropyl-N,N',N'',N'''-tetramethyl(triethylenetetraamine) C(CC)N(CCN(CCN(CCN(C)CCC)C)C)C